NC(CC=1C=C(C=C(C1)F)C=1N(N=C2C(N(CCC21)C(=O)OC(C)(C)C)C)C)=O tert-butyl 3-[3-(2-amino-2-oxo-ethyl)-5-fluoro-phenyl]-2,7-dimethyl-5,7-dihydro-4H-pyrazolo[3,4-c]pyridine-6-carboxylate